C[C@H]1[C@H]([C@H]([C@@H]([C@@H](O1)O[C@@H]2[C@H]([C@@H](O[C@@H]([C@H]2O[C@H]3[C@@H]([C@H]([C@H]([C@H](O3)CO)O)O)O)CO)OC[C@@H]4[C@@H]([C@@H]([C@H]([C@@H](O4)O[C@@H]5[C@H](OC([C@@H]([C@H]5O)O)O)CO)O)O[C@H]6[C@@H]([C@H]([C@@H]([C@H](O6)CO)O)O[C@H]7[C@@H]([C@H]([C@H]([C@H](O7)CO)O)O)O)NC(=O)C)O)NC(=O)C)O)O)O The molecule is a branched seven-membered glucosamine oligosaccharide consisting of a beta-D-galactosyl-(1->4)-D-glucose moiety with the galactosyl residue having a beta-D-galactosyl-(1->3)-N-acetyl-beta-D-glucosaminyl group attached at the 3-position and an alpha-L-fucosyl-(1->3)-[beta-D-galactosyl-(1->4)]-N-acetyl-beta-D-glucosaminyl group at the 6-position.